N2-(7-methoxy-4-phenyl-1H-1,3-benzodiazol-2-yl)-N5,N5-dimethylpyridine-2,5-dicarboxamide COC1=CC=C(C2=C1NC(=N2)NC(=O)C2=NC=C(C=C2)C(=O)N(C)C)C2=CC=CC=C2